C(C)OC(C)=O.CC#CC 2-butyne Ethyl-Acetate